(cyclobutylmethyl)hydrazine hydrochloride Cl.C1(CCC1)CNN